ClC1=C(C=CC=C1)C=CC(=O)NC1=CC=C(C=C1)N1C2=C(NC(CC1=O)=O)C1=CC=CC=C1C=C2 5-[4-[3-(2-chlorophenyl)propenoylamino]phenyl]-1H-naphtho[1,2-b][1,4]diazepine-2,4(3H,5H)-dione